OCC=1C=C(C=CC1C)B(O)O (3-(hydroxymethyl)-4-methylphenyl)boronic acid